FC(C1=CC=C(CN2C(=NC3=C(C2=O)CN(CC3)CC3=CC=CC=C3)OC)C=C1)(F)F 3-(4-Trifluoromethylbenzyl)-6-benzyl-2-methoxy-5,6,7,8-tetrahydropyrido[4,3-d]pyrimidin-4(3H)-one